CC1(COC(OC1)C1=CC=C(C=C1)O[Si](C)(C)C)C=O 5-methyl-2-{4-[(trimethylsilyl)oxy]phenyl}-1,3-dioxane-5-carbaldehyde